O1CCC2=C1C(=CC=C2)C2(CCC(CC2)(F)F)O 1-(2,3-Dihydrobenzofuran-7-yl)-4,4-difluorocyclohexane-1-ol